2-chloro-4-((5-(3-(pyrrolidin-1-yl)propoxy)-2,3-dihydro-[1,4]dioxino[2,3-f]quinazolin-10-yl)oxy)aniline ClC1=C(N)C=CC(=C1)OC1=NC=NC2=CC(=C3C(=C12)OCCO3)OCCCN3CCCC3